C(CCCCCCCCCCCCCC)NCCN n-pentadecylethylenediamine